N-(5-((4-ethylpiperazin-1-yl)methyl)pyridin-2-yl)-4-(6-fluoro-1-methyl-1,2,3,4,4a,5-hexahydrobenzo[4,5]imidazo[1,2-a]pyridin-8-yl)-5-(trifluoromethyl)pyrimidin-2-amine C(C)N1CCN(CC1)CC=1C=CC(=NC1)NC1=NC=C(C(=N1)C1=CC2=C(NC3N2C(CCC3)C)C(=C1)F)C(F)(F)F